C1(CC1)OC=1C=C(C=CC1)NC(OC1CN(C1)C1=CC(=C(C(=C1)F)C1C(NC(CC1)=O)=O)F)=O 1-(4-(2,6-dioxopiperidin-3-yl)-3,5-difluorophenyl)azetidin-3-yl (3-cyclopropoxyphenyl)carbamate